COC1=CC=C(C=C1)C1=NC2=CC=CC=C2C=C1OC1=CC=CC=C1 2-(4-methoxyphenyl)-3-phenoxyquinoline